CC1=CC=C(C=C1C1=CC=CC=C1)C[C@@H]1N(CCC[C@@H]1NS(=O)(=O)C)C(=O)OC methyl cis-2-((6-methylbiphenyl-3-yl)methyl)-3-((methylsulfonyl)amino)piperidine-1-carboxylate